C(C)(C)OC1=NC=2N(C=C1C(=O)O)C=C(N2)[C@@]21CO[C@@](CC2)(C1)C 7-isopropoxy-2-((1S,4R)-1-methyl-2-oxabicyclo[2.2.1]heptan-4-yl)imidazo[1,2-a]pyrimidine-6-carboxylic acid